FC1=CC=C(C=C1)C(C)N(C(=O)C1=C(OC=2N=CN=C(C21)NC2(CC2)C)C)C N-[1-(4-fluorophenyl)ethyl]-N,6-dimethyl-4-[(1-methylcyclopropyl)amino]furo[2,3-d]pyrimidine-5-carboxamide